C(C)C1(NC(N(C(C1)=O)[C@@H]1CC(OC2=CC=C(C=C12)C(=O)N[C@H]1CC(OC2=CC=CC=C12)(C)C)COC)=N)CC (4R)-4-(4,4-diethyl-2-imino-6-oxotetrahydropyrimidin-1(2H)-yl)-N-((S)-2,2-dimethylchroman-4-yl)-2-(methoxymethyl)chromane-6-carboxamide